5-acetyl-4-(5-chlorobenzo[b]thiophen-3-yl)-6-methyl-2-(trifluoromethyl)-1,4-dihydropyridine-3-carboxylic acid methyl ester COC(=O)C1=C(NC(=C(C1C=1C2=C(SC1)C=CC(=C2)Cl)C(C)=O)C)C(F)(F)F